COC1=C(C=CC=C1)C1(CCNCC1)N 4-(2-methoxyphenyl)piperidin-4-ylamine